ClC=1C=C(C(=NC1C=1C=NN(C1)C)OC)C1=C(C=C(C=C1)F)OCCOC 5-chloro-3-[4-fluoro-2-(2-methoxyethoxy)phenyl]-2-methoxy-6-(1-methylpyrazol-4-yl)pyridine